N1N=NN=C1 triazazole